1,2-dimethyl-4-fluoro-5-hydroxy-1H-indole CN1C(=CC2=C(C(=CC=C12)O)F)C